FC=1C=C(C=NC1)[C@@H]1CC[C@H]2OC3(C(N21)=O)CCC(CC3)O (5'S,7a'R)-5'-(5-fluoropyridin-3-yl)-4-hydroxytetrahydro-3'H-spiro[cyclohexane-1,2'-pyrrolo[2,1-b]oxazol]-3'-one